(1-((2-aminoethyl)amino)-1-oxo-3-phenylpropan-2-yl)carbamic acid tert-butyl ester C(C)(C)(C)OC(NC(C(=O)NCCN)CC1=CC=CC=C1)=O